(R or S)-1-(1-(2-(4-(2-hydroxypropan-2-yl)-2-azabicyclo[2.1.1]hexan-2-yl)pyridin-4-yl)-1H-pyrazolo[4,3-c]pyridin-6-yl)spiro[2.2]pentane-1-carbonitrile OC(C)(C)C12CN(C(C1)C2)C2=NC=CC(=C2)N2N=CC=1C=NC(=CC12)[C@]1(CC12CC2)C#N |o1:25|